CC1(CNCC2=CC(=CC=C12)NC=1N=CC=2C(N(COC2N1)C1=CC(NC=C1)=O)=O)C 7-((4,4-Dimethyl-1,2,3,4-tetrahydroisoquinolin-7-yl)amino)-3-(2-oxo-1,2-dihydropyridin-4-yl)-2,3-dihydro-4H-pyrimido[5,4-e][1,3]oxazin-4-one